C(C)N1[C@H](CN(CC1)C=1C=CC2=C(C1C)OC(C=1CNCCC12)=O)COC (R)-8-(4-ethyl-3-(methoxymethyl)piperazin-1-yl)-7-methyl-1,2,3,4-tetrahydro-5H-chromeno[3,4-c]pyridin-5-one